C(C)N(C(=O)[C@H]1CN(C)[C@@H]2CC3=CN(C4=CC=CC(C2=C1)=C34)C(C3=CC=CC=C3)=O)CC 1-benzoyl-lysergic acid diethylamide